benzyl (3S)-4-{4-[(4-methoxybenzyl)amino]-8-(trifluoromethyl)pyrazolo[1,5-a][1,3,5]triazin-2-yl}-3-methylpiperazine-1-carboxylate COC1=CC=C(CNC2=NC(=NC=3N2N=CC3C(F)(F)F)N3[C@H](CN(CC3)C(=O)OCC3=CC=CC=C3)C)C=C1